NC=1C2=C(N=CN1)N(C=C2Cl)[C@H]2[C@@H]([C@@H]([C@H](C2)C2=CC=C1C=C(NC1=C2)CNCC21CC(C2)(C1)F)O)O (1R,2S,3R,5R)-3-{4-amino-5-chloro-7H-pyrrolo[2,3-d]pyrimidin-7-yl}-5-(2-{[({3-fluorobicyclo[1.1.1]pentan-1-yl}methyl)amino]methyl}-1H-indol-6-yl)cyclopentane-1,2-diol